4-(8-((3-chlorophenyl)amino)-2-(methyl-(tetrahydro-2H-pyran-4-yl)amino)-9H-purin-9-yl)cyclohexane-1-carboxamide ClC=1C=C(C=CC1)NC=1N(C2=NC(=NC=C2N1)N(C1CCOCC1)C)C1CCC(CC1)C(=O)N